1-(4-fluorophenoxy)-N-(4'-(methoxymethyl)-[1,1'-biphenyl]-4-yl)cyclobutane-1-carboxamide FC1=CC=C(OC2(CCC2)C(=O)NC2=CC=C(C=C2)C2=CC=C(C=C2)COC)C=C1